1-[6-(2-hydroxyphenyl)pyridazin-4-yl]-4-phenoxy-N-[1-(piperidin-4-yl)pyrazol-4-yl]piperidine-4-carboxamide OC1=C(C=CC=C1)C1=CC(=CN=N1)N1CCC(CC1)(C(=O)NC=1C=NN(C1)C1CCNCC1)OC1=CC=CC=C1